4-(2-azidopropan-2-yl)-5-bromo-2-methyl-2H-1,2,3-triazole N(=[N+]=[N-])C(C)(C)C1=NN(N=C1Br)C